N-hexadecyl-alpha-heptadecyl-nitrone tert-butyl-3-[5-(2-azaspiro[3.4]octan-2-yl)pyrazin-2-yl]azetidine-1-carboxylate C(C)(C)(C)OC(=O)N1CC(C1)C1=NC=C(N=C1)N1CC2(C1)CCCC2.C(CCCCCCCCCCCCCCC)[N+](=CCCCCCCCCCCCCCCCCC)[O-]